5-mercapto-1H-1,2,3-triazole sodium [Na].SC1=CN=NN1